NC=1N=C(SC1C(=O)C1=CC=C(C(=O)NCC2=CC=CC=C2)C=C1)N(C1=CC=C(C=C1)F)[C@@H](C(=O)N)C |r| rac-4-[4-amino-2-(N-(2-amino-1-methyl-2-oxo-ethyl)-4-fluoro-anilino)thiazole-5-carbonyl]-N-benzyl-benzamide